C(=O)(OC(C)(C)C)NCCCN N-boc-1,3-diaminopropane